C1(CCCC1)C(C(=O)O)C1=CC=C(C=C1)OCC1=NC2=CC=CC=C2C=C1 2-cyclopentyl-2-[4-(2-quinolylmethoxy)phenyl]acetic acid